(isobutyl)silane C(C(C)C)[SiH3]